1-[3-(4-Bromo-2-methyl-2H-pyrazol-3-yl)-4-methoxy-phenyl]-3-(4-methoxy-phenyl)-urea BrC1=C(N(N=C1)C)C=1C=C(C=CC1OC)NC(=O)NC1=CC=C(C=C1)OC